FC=1C=CC=C2C=C(C(NC12)=O)NC1=NC(=NC=C1)NC=1C(=NC(=CC1)N1CCC(CC1)(C(F)(F)F)O)OC 8-fluoro-3-(2-{6-[4-hydroxy-4-(trifluoromethyl)-1-piperidyl]-2-methoxy-3-pyridylamino}-4-pyrimidinylamino)-1,2-dihydro-2-quinolinone